6-[1-(5-chloro-1H-benzimidazol-2-yl)cyclobutyl]-1-[2-(trifluoromethyl)pyrimidin-4-yl]-1,2,3,4-tetrahydro-1,5-naphthyridine ClC1=CC2=C(NC(=N2)C2(CCC2)C=2N=C3CCCN(C3=CC2)C2=NC(=NC=C2)C(F)(F)F)C=C1